2,4-bis-octylthio-1,3,5-triazine C(CCCCCCC)SC1=NC=NC(=N1)SCCCCCCCC